N-(5-isopropyl-1H-pyrazol-3-yl)-4-morpholino-6-(pyridin-4-yl)furo[3,2-d]pyrimidin-2-amine C(C)(C)C1=CC(=NN1)NC=1N=C(C2=C(N1)C=C(O2)C2=CC=NC=C2)N2CCOCC2